N1=CC=CC2=CC(=CC=C12)C=1C=CN2N=C(N=CC21)N[C@@H]2C[C@H](C2)N trans-N1-(5-(quinolin-6-yl)pyrrolo[2,1-f][1,2,4]triazin-2-yl)cyclobutane-1,3-diamine